2-(2H-1,2,3-triazol-4-yl)-5H-pyrrolo[3,2-d]pyrimidine-4-carboxamide N=1NN=C(C1)C=1N=C(C2=C(N1)C=CN2)C(=O)N